N-[2-{4-[4-(dimethylamino)benzyl]piperazin-1-yl}-6-(pyrrolidin-1-yl)pyrimidin-4-yl]-1-(propan-2-yl)-1H-pyrazolo[4,3-c]pyridin-6-amine CN(C1=CC=C(CN2CCN(CC2)C2=NC(=CC(=N2)NC2=CC3=C(C=N2)C=NN3C(C)C)N3CCCC3)C=C1)C